(2-methylpyridin-4-yl)-1-(4-(1,3,5-trimethyl-1H-pyrazol-4-yl)cyclohexyl)-1H-1,2,3-triazole-4-carboxamide CC1=NC=CC(=C1)C1=C(N=NN1C1CCC(CC1)C=1C(=NN(C1C)C)C)C(=O)N